ruthenium tri(triphenylphosphine) dichloride [Cl-].[Cl-].C1(=CC=CC=C1)P(C1=CC=CC=C1)C1=CC=CC=C1.C1(=CC=CC=C1)P(C1=CC=CC=C1)C1=CC=CC=C1.C1(=CC=CC=C1)P(C1=CC=CC=C1)C1=CC=CC=C1.[Ru+2]